N1(N=CC=C1)C1=CC=C(C=C1)C1=CC(=NN1C(=O)OC(C)(C)C)N(C1=C(C=C(C=C1)NC(CCCl)=O)C)C(=O)OC(C)(C)C tert-butyl 5-(4-(1H-pyrazol-1-yl)phenyl)-3-((tert-butoxycarbonyl)(4-(3-chloropropanamido)-2-methylphenyl)amino)-1H-pyrazole-1-carboxylate